CS(=O)(=O)C=1N=CC=2N=CN=C(C2N1)N 6-(methylsulfonyl)pyrimido[5,4-d]Pyrimidin-4-amine